ClC1=CC=2N3[C@@H](CN(C(C3=CC2S1)=O)CC(=O)O)C 2-[(12R)-4-Chloro-12-methyl-9-oxo-5-thia-1,10-diazatricyclo[6.4.0.02,6]dodeca-2(6),3,7-trien-10-yl]acetic acid